(S)-3-(1-aminoethyl)-8-fluoro-2-(1H-pyrazol-4-yl)-2H-benzo[e][1,2]Thiazine-1,1-dioxide N[C@@H](C)C=1N(S(C2=C(C1)C=CC=C2F)(=O)=O)C=2C=NNC2